CC1(CCC(CC1)C1=CC=C(C=C1)NC(C(=O)N1CCCC1)(C)C)C 2-((4-(4,4-dimethylcyclohexyl)phenyl)amino)-2-methyl-1-(pyrrolidin-1-yl)propan-1-one